COC1=CC=C(CN(S(=O)(=O)C=2C=NC(=C(C2)C=2N=C3O[C@@H](CN3C2)C)NCC2=CC=C(C=C2)C(F)(F)F)C)C=C1 (R)-N-(4-methoxybenzyl)-N-methyl-5-(2-methyl-2,3-dihydroimidazo[2,1-b]oxazol-6-yl)-6-((4-(trifluoromethyl)benzyl)amino)pyridine-3-sulfonamide